N1N=CC(=C1)C1=C(NC2=CC=CC=C12)C(=O)N1C[C@H](CC1)C(=O)NC1=CC(=C(C(=C1)F)F)F (S)-1-(3-(1H-pyrazol-4-yl)-1H-indole-2-carbonyl)-N-(3,4,5-trifluorophenyl)pyrrolidine-3-carboxamide